C(C1=CC=CC=C1)N1CC=2N(CC1)N=C(C2Br)C2=CC=C(C=C2)F 5-benzyl-3-bromo-2-(4-fluorophenyl)-4,5,6,7-tetrahydropyrazolo[1,5-a]pyrazine